6-acetyl-2-((5-(4-(6-(((tert-butyldimethylsilyl)oxy)methyl)pyridin-3-yl)piperazin-1-yl)pyridin-2-yl)amino)-8-cyclopentyl-5-methylpyrido[2,3-d]pyrimidin-7(8H)-one C(C)(=O)C1=C(C2=C(N=C(N=C2)NC2=NC=C(C=C2)N2CCN(CC2)C=2C=NC(=CC2)CO[Si](C)(C)C(C)(C)C)N(C1=O)C1CCCC1)C